FC=1C=C2N(CCN(C2=CC1)C(CCN1CC2N(CC1)CCC2)=O)C2=CC=C(C=C2)F 1-(6-Fluoro-4-(4-fluorophenyl)-3,4-dihydroquinoxaline-1(2H)-yl)-3-(hexahydropyrrolo[1,2-a]pyrazin-2(1H)-yl)propan-1-one